1,5,8,12-tetrakis[4,6-bis{N-(2,2,6,6-tetramethyl-4-piperidinyl)butylamino}-1,3,5-triazin-2-yl]-1,5,8,12-tetraazadodecane CC1(NC(CC(C1)CCCCNC1=NC(=NC(=N1)NCCCCC1CC(NC(C1)(C)C)(C)C)NCCCN(CCN(CCCNC1=NC(=NC(=N1)NCCCCC1CC(NC(C1)(C)C)(C)C)NCCCCC1CC(NC(C1)(C)C)(C)C)C1=NC(=NC(=N1)NCCCCC1CC(NC(C1)(C)C)(C)C)NCCCCC1CC(NC(C1)(C)C)(C)C)C1=NC(=NC(=N1)NCCCCC1CC(NC(C1)(C)C)(C)C)NCCCCC1CC(NC(C1)(C)C)(C)C)(C)C)C